3-[[3-(tert-Butoxycarbonylamino)propylamino]methyl]benzoic acid methyl ester COC(C1=CC(=CC=C1)CNCCCNC(=O)OC(C)(C)C)=O